C(C)C1=C(C(=CC(=C1)C)CC)C(C(=O)O)C(=O)O 2,6-diethyl-4-methylphenyl-malonic acid